2,5-bis[4-(diethylamino)-benzylidene]Cyclopentanone C(C)N(C1=CC=C(C=C2C(C(CC2)=CC2=CC=C(C=C2)N(CC)CC)=O)C=C1)CC